C1(CC1)[C@@H]1CN(CCN1)C=1N=NC(=CN1)C1=C(C=C(C=C1)C=1C=NNC1)O 2-{3-[(3R)-3-cyclopropylpiperazin-1-yl]-1,2,4-triazin-6-yl}-5-(1H-pyrazol-4-yl)phenol